silver-iron-selenium [Se].[Fe].[Ag]